(R)-1-(3-(1-aminoethyl)phenyl)-1,1-difluoro-2-methylpropan-2-ol N[C@H](C)C=1C=C(C=CC1)C(C(C)(O)C)(F)F